N-[1-[2-[(E)-N-methoxy-C-methyl-carbonimidoyl]-1,2,4-triazol-3-yl]ethyl]-3,5-bis(trifluoromethyl)benzamide CO\N=C(/C)\N1N=CN=C1C(C)NC(C1=CC(=CC(=C1)C(F)(F)F)C(F)(F)F)=O